3-{4-[(4-chloro-2-methyl-phenyl)sulfamoyl]phenyl}-1-(pyridin-3-ylmethyl)urea ClC1=CC(=C(C=C1)NS(=O)(=O)C1=CC=C(C=C1)NC(NCC=1C=NC=CC1)=O)C